CC1(CC(C1)NC(C#CC)=O)OC=1C=2N(C=C(N1)C=1C=NN(C1)C(F)(F)F)N=CC2C N-(3-methyl-3-((3-methyl-6-(1-(trifluoromethyl)-1H-pyrazol-4-yl)pyrazolo[1,5-a]pyrazin-4-yl)oxy)cyclobutyl)but-2-ynamide